C(CC)N[O-].C(C1=CC=CC=C1)(=O)N benzoamide propyl-aminoxide